2-(4-(1-(benzo[d]thiazol-5-yl)ethyl)piperazin-1-yl)pyrimidine-5-carboxylic acid ethyl ester C(C)OC(=O)C=1C=NC(=NC1)N1CCN(CC1)C(C)C=1C=CC2=C(N=CS2)C1